C1(CCCC1)OC1=CC(=C(N)C=C1)F 4-(cyclopentyloxy)-2-fluoroaniline